C(C)NS(=O)=O N-ethyl-sulfonamide